N-((4,6-dichloropyrimidin-2-yl)carbamoyl)-6,7-dihydro-5H-pyrazolo[5,1-b][1,3]oxazine-3-sulfonamide ClC1=NC(=NC(=C1)Cl)NC(=O)NS(=O)(=O)C=1C=NN2C1OCCC2